C(C)(C)(C)OC(N[C@H]1CN(CCC1)C(=O)C1=CC2=C(N(C(=N2)C2=CC=3C(=NC=CC3N)N2CC2CC2)C)C=C1)=O N-[(3R)-1-{2-[4-amino-1-(cyclopropylmethyl)-1H-pyrrolo[2,3-b]pyridin-2-yl]-1-methyl-1H-1,3-benzodiazol-5-carbonyl}piperidin-3-yl]carbamic acid tert-butyl ester